Cyclohexyl-aminobutanesulfonic Acid C1(CCCCC1)C(CCC)(S(=O)(=O)O)N